4,4'-azobis(4-cyanovaleric acid) 3,3-dimethylpentyl-L-alaninate CC(CCN[C@@H](C)C(=O)O)(CC)C.N(=NC(CCC(=O)O)(C)C#N)C(CCC(=O)O)(C)C#N